2-(2,6-diisopropylphenyl)-7-methoxy-9-(pyridin-2-yl)-9H-pyrido[2,3-b]indole C(C)(C)C1=C(C(=CC=C1)C(C)C)C=1C=CC2=C(N(C3=CC(=CC=C23)OC)C2=NC=CC=C2)N1